F[P-](F)(F)(F)(F)F.[NH2+]1N=[N+](C2=C1C=CC=C2)[O-] 1H-benzotriazolium-3-oxide hexafluorophosphate